C(C)(C)(C)OC(=O)N[C@H](C(=O)OCC)CC1=CC=C(C=C1)C#N ethyl (S)-2-((tert-butoxycarbonyl)amino)-3-(4-cyanophenyl)propanoate